silver-copper-molybdenum disulfide [Mo](=S)=S.[Cu].[Ag]